5-bromo-3-(dimethoxymethyl)-1-(tetrahydro-2H-pyran-2-yl)-1H-indazole BrC=1C=C2C(=NN(C2=CC1)C1OCCCC1)C(OC)OC